COC1=CC=C(C=N1)C=C1C(NCCN1)CO 1-((6-methoxypyridin-3-yl)methylenepiperazin-2-yl)methanol